C(#C)C=1C=CC(=NC1)NC1=C(C=C(C=C1)C(C(=O)N)=C)C1=NN(C=C1)C (4-((5-ethynylpyridin-2-yl)amino)-3-(1-methyl-1H-pyrazol-3-yl)phenyl)acrylamide